[3-[4-(4-chloro-2-methylsulfonyl-phenyl)phenyl]azetidin-1-yl]-[6-[3-(1-hydroxycyclopropyl)-1,2,4-triazol-1-yl]-2-azaspiro[3.3]heptan-2-yl]methanone ClC1=CC(=C(C=C1)C1=CC=C(C=C1)C1CN(C1)C(=O)N1CC2(C1)CC(C2)N2N=C(N=C2)C2(CC2)O)S(=O)(=O)C